3-methylene-5-(2-(1-(tetrahydrofuran-3-yl)-1H-pyrazol-4-yl)phenyl)dihydrofuran-2(3H)-one C=C1C(OC(C1)C1=C(C=CC=C1)C=1C=NN(C1)C1COCC1)=O